(4-Tert-butylphenyl)-2-methylpropanal C(C)(C)(C)C1=CC=C(C=C1)C(C=O)(C)C